(S)-1-(3-(4-amino-3-((3,5-dimethoxyphenyl)ethynyl)-7-methoxy-1H-pyrazolo[4,3-c]pyridin-1-yl)pyrrolidin-1-yl)prop-2-en-1-one NC1=NC=C(C2=C1C(=NN2[C@@H]2CN(CC2)C(C=C)=O)C#CC2=CC(=CC(=C2)OC)OC)OC